methyl N-(tert-butoxycarbonyl)-3-iodo-L-alaninate C(C)(C)(C)OC(=O)N[C@@H](CI)C(=O)OC